Oxacyclotetradeca-4,11-diyne O1CCC#CCCCCCC#CCC1